(R)-[(2R,5S)-5-{[(1r,4S)-4-methoxycyclohexyl]methyl}-2-pyrrolidinyl](m-fluorophenyl)methanol COC1CCC(CC1)C[C@@H]1CC[C@@H](N1)[C@H](O)C1=CC(=CC=C1)F